N-(1-(4,4-difluorocyclohexyl)-6-(6-fluoropyridin-3-yl)-1H-pyrazolo[3,4-d]pyrimidin-4-yl)-5-nitrothiophene-2-carboxamide FC1(CCC(CC1)N1N=CC=2C1=NC(=NC2NC(=O)C=2SC(=CC2)[N+](=O)[O-])C=2C=NC(=CC2)F)F